N[C@@H]1C2=CC=CC=C2CC12CCN(CC2)C=2NC(C1=C(N2)NN=C1C(=C)C1=CC=NC2=CC=CC=C12)=O (S)-6-(1-amino-1,3-dihydro-spiro[inden-2,4'-piperidin]-1'-yl)-3-(1-(quinolin-4-yl)vinyl)-1,5-dihydro-4H-pyrazolo[3,4-d]pyrimidin-4-one